2-[3-(7-methyl-2,7-diazaspiro[3.5]non-2-yl)-1,2,4-triazin-6-yl]-5-(1-methyl-1H-indazol-5-yl)phenol trifluoroacetate FC(C(=O)O)(F)F.CN1CCC2(CN(C2)C=2N=NC(=CN2)C2=C(C=C(C=C2)C=2C=C3C=NN(C3=CC2)C)O)CC1